COC(CNC(=O)C1=NC=C(C=C1O)C1CCN(CC1)C(NC1=CC=C(C=C1)Cl)=O)=O (5-(1-((4-chlorophenyl)carbamoyl)-piperidin-4-yl)-3-hydroxy-pyridine-2-carbonyl)glycine methyl ester